7-Chloro-4-(1-(5-(hydroxymethyl)pyrimidin-2-yl)piperidin-4-yl)-1-methyl-1,4-dihydropyrido[2,3-b]pyrazine-2,3-dione ClC1=CC2=C(N(C(C(N2C)=O)=O)C2CCN(CC2)C2=NC=C(C=N2)CO)N=C1